C(C)(C)(C)OC(=O)N1C[C@@H]([C@H](CC1)N)C (3s,4s)-4-amino-3-methylpiperidine-1-carboxylic acid tert-butyl ester